Cl.C(C)C1=C(C(=CC=C1)CC)N1N=C2C(CNCC2)=C1C1=C2C=CNC2=C(C(=C1)F)C 2-(2,6-diethylphenyl)-3-(6-fluoro-7-methyl-1H-indol-4-yl)-4,5,6,7-tetrahydro-2H-pyrazolo[4,3-c]pyridine hydrochloride